C(C)(C)(C)OC(=O)N1[C@@H]2CC[C@@H]2NCC1 (1R,6S)-2,5-diazabicyclo[4.2.0]octane-2-carboxylic acid tert-butyl ester